(+)-3-Acetoxy-5,7,4'-trihydroxyflavanone C(C)(=O)OC1C(OC2=CC(=CC(=C2C1=O)O)O)C1=CC=C(C=C1)O